ClC1=CC=CC=2N=C(SC21)C(CC2=CC(=CC=C2)C#N)NS(=O)(=O)C2=CC=CC=C2 N-[1-(7-chloro-1,3-benzothiazol-2-yl)-2-(3-cyanophenyl)ethyl]benzenesulfonamide